C(C)N(CCC(=O)O)C1=CC=CC=C1 3-(Ethyl-(phenyl)amino)propionic acid